6-chloro-8-cyclopropyl-2-phenyl-imidazo[1,2-b]pyridazine ClC=1C=C(C=2N(N1)C=C(N2)C2=CC=CC=C2)C2CC2